BrC1=CC=C2C(=CNC2=C1)C(C(=O)N)=O 2-(6-bromo-1H-indol-3-yl)-2-oxoacetamide